FC(CO[C@H]1[C@@H](SC=2C(=NC=C(C2)Cl)C#N)O[C@@H]([C@@H]([C@@H]1N1N=NC(=C1)C1=CC(=C(C(=C1)F)F)F)O)CO)(F)F 5-Chloro-2-cyano-pyridin-3-yl 3-deoxy-2-O-2,2,2-trifluoroethyl-3-[4-(3,4,5-trifluoro-phenyl)-1H-1,2,3-triazol-1-yl]-1-thio-α-D-galactopyranoside